N-(5-(tert-butyl)-2-hydroxyphenyl)-1-(2-methoxyphenyl)-5-methyl-1H-1,2,3-triazole-4-carboxamide C(C)(C)(C)C=1C=CC(=C(C1)NC(=O)C=1N=NN(C1C)C1=C(C=CC=C1)OC)O